C([C@H]1CO1)OC(C)(C)C tert-butyl (R)-glycidyl ether